C(CCCC\C=C/CC)OC(CCC(=O)OCCCCCCCBr)OCCCCC\C=C/CC 7-bromoheptyl 4,4-bis(((Z)-non-6-en-1-yl)oxy)butanoate